CC1(C(C2C(CC1)O2)C)C(=O)OC2C(C1C(CC2)O1)C 3,4-epoxy-2-methylcyclohexyl methyl-3,4-epoxy-2-methylcyclohexanecarboxylate